Cl.BrC1=C(C(=C(C=C1)[C@@H](C)N)C)C (1R)-1-(4-bromo-2,3-dimethylphenyl)ethanamine hydrochloride